(S)-N-(2-(iodomethyl)-2-methyl-6-morpholino-2,3-dihydrobenzofuran-5-yl)-6-(trifluoromethyl)picolinamide IC[C@]1(OC2=C(C1)C=C(C(=C2)N2CCOCC2)NC(C2=NC(=CC=C2)C(F)(F)F)=O)C